(S)-1'-(8-((2-amino-3-chloropyridin-4-yl)thio)imidazo[1,2-c]pyrimidin-5-yl)-5,7-dihydrospiro[cyclopenta[b]pyrazin-6,4'-piperidin]-5-amine NC1=NC=CC(=C1Cl)SC=1C=2N(C(=NC1)N1CCC3(CC1)[C@@H](C=1C(=NC=CN1)C3)N)C=CN2